3-(2,3-Dihydrobenzofuran-6-yl)-3-hydroxy-5-(trifluoromethoxy)indol-2-one O1CCC2=C1C=C(C=C2)C2(C(NC1=CC=C(C=C21)OC(F)(F)F)=O)O